3,4-dichlorobenzoyl-magnesium bromide ClC=1C=C(C(=O)[Mg]Br)C=CC1Cl